C1(CCCCC1)C(N1C[C@]2(CCN3N=C(C=C32)C=3C=C(C(=NC3)N)C(F)(F)F)CC1)C=1NC=CN1 5-{(3R)-1-[cyclohexyl(1H-imidazol-2-yl)methyl]-5',6'-dihydrospiro[pyrrolidine-3,4'-pyrrolo[1,2-b]pyrazol]-2'-yl}-3-(trifluoromethyl)pyridin-2-amine